tert-butyl 4-(pyrrolidine-1-carbonyl)piperidine-1-carboxylate N1(CCCC1)C(=O)C1CCN(CC1)C(=O)OC(C)(C)C